ethyl 2,4-dioxo-4-p-nitrophenylbutyrate O=C(C(=O)OCC)CC(C1=CC=C(C=C1)[N+](=O)[O-])=O